Butyl 3-amino-3-(nitromethyl)azetidine-1-carboxylate NC1(CN(C1)C(=O)OCCCC)C[N+](=O)[O-]